N=1N(N=C2N=CN=CC21)N triazolo[4,5-d]pyrimidin-2-amine